(2RS)-1-chloro-3-(2-chloro-4-methylphenyl)propan-2-aminium chloride [Cl-].ClC[C@@H](CC1=C(C=C(C=C1)C)Cl)[NH3+] |r|